3-(6-fluoro-5-(4-(((1r,4r)-4-(hydroxymethyl)cyclohexyl)oxy)piperidin-1-yl)-1-oxoisoindolin-2-yl)piperidine-2,6-dione FC1=C(C=C2CN(C(C2=C1)=O)C1C(NC(CC1)=O)=O)N1CCC(CC1)OC1CCC(CC1)CO